1,3-Bis(citraconimidomethyl)benzene C1(C(C)=CC(N1CC1=CC(=CC=C1)CN1C(C(C)=CC1=O)=O)=O)=O